C(C)(C)(C)OC(=O)NC(C(=O)N1CCN(CC1)C(=O)NC1=NC(N(C=C1)C1=CC=C(CN([C@@H]2CC[C@H](CC2)NC(OC(C)(C)C)=O)C(C)C)C=C1)=O)(C)C tert-butyl (trans-4-((4-(4-(4-(2-((tert-butoxycarbonyl)amino)-2-methylpropanoyl)piperazine-1-carboxamido)-2-oxopyrimidin-1(2H)-yl)benzyl)(isopropyl)amino)cyclohexyl)carbamate